FC(CC)(OC[C@H]1N(C[C@@H](C1)OC1=CC=C(C=C1)C(F)(F)F)C1=CC=C(C(=O)N[C@@H](CO)C2=CC=C(C=C2)S(=O)(=O)CC)C=C1)F 4-((2S,4R)-2-((1,1-difluoropropoxy)methyl)-4-(4-(trifluoromethyl)phenoxy)pyrrolidin-1-yl)-N-((R)-1-(4-(ethylsulfonyl)phenyl)-2-hydroxyethyl)benzamide